ClC1=C(C=CC=C1)C1=CC=C(O1)C=C1C(C2=CC=CC=C2C1=O)=O 2-[[5-(2-Chlorophenyl)-2-furanyl]methylene]-1H-indene-1,3(2H)-dione